NC1=C(C=2C(=NC=C(C2)C)N1C1=C(C(=C(C=C1C)Cl)OC)C)C#N 2-Amino-1-(4-chloro-3-methoxy-2,6-dimethylphenyl)-5-methyl-1H-pyrrolo[2,3-b]pyridine-3-carbonitrile